FC1=C(OCC(=O)N(C)C)C=C(C(=C1C)CC1=CC(=C(C=C1)O)C(C)C)C 2-(2-fluoro-4-(4-hydroxy-3-isopropylbenzyl)-3,5-dimethylphenoxy)-N,N-dimethylacetamide